(4-cyanobenzyl)-phosphonic acid-diethylester C(C)OP(OCC)(=O)CC1=CC=C(C=C1)C#N